C1(CCCCC1)NC1=C(N=C2N1C=CC(=C2)C=2C(=NOC2C)C)CCC2=CC=C(C=C2)NC(CCCCCNC=2C=C1C(N(C(C1=CC2)=O)C2C(NC(CC2)=O)=O)=O)=O N-(4-(2-(3-(cyclohexylamino)-7-(3,5-dimethylisoxazol-4-yl)imidazo[1,2-a]pyridin-2-yl)ethyl)phenyl)-6-((2-(2,6-dioxopiperidin-3-yl)-1,3-dioxoisoindolin-5-yl)amino)hexanamide